(2S,4R)-1-{8-acetyl-8-azaspiro[4.5]decane-2-carbonyl}-4-fluoro-N-[(S)-phenyl[4-(propan-2-yl)phenyl]methyl]pyrrolidine-2-carboxamide C(C)(=O)N1CCC2(CCC(C2)C(=O)N2[C@@H](C[C@H](C2)F)C(=O)N[C@H](C2=CC=C(C=C2)C(C)C)C2=CC=CC=C2)CC1